FC(S(=O)(=O)O)(F)F.CN1CN(C=C1)CCC 1-methyl-3-propylimidazole trifluoromethanesulfonate